ClC1=NC=C2C(=CN(C(C2=C1)=O)C[C@@H](CN1CC2=CC=CC=C2CC1)O)CC (R)-7-chloro-2-(3-(3,4-dihydroisoquinolin-2(1H)-yl)-2-hydroxypropyl)-4-ethyl-2,6-naphthyridin-1(2H)-one